(R)-(4-(4-fluoropyrazolo[1,5-a]pyridin-2-yl)-6,7-dihydro-1H-imidazo[4,5-c]pyridin-5(4H)-yl)(5-(1-methyl-1H-pyrazol-4-yl)-1,3,4-oxadiazol-2-yl)methanone FC=1C=2N(C=CC1)N=C(C2)[C@@H]2N(CCC1=C2N=CN1)C(=O)C=1OC(=NN1)C=1C=NN(C1)C